N(=[N+]=[N-])CCCCN[C@H](C(=O)N1[C@@H](C[C@H](C1)O)C(=O)NCC1=CC=C(C=C1)C1=C(N=CS1)C)C(C)(C)C (2S,4r)-1-((S)-2-(4-azidobutylamino)-3,3-dimethylbutyryl)-4-hydroxy-N-(4-(4-methylthiazol-5-yl)benzyl)pyrrolidine-2-carboxamide